O.O.OCS(=O)[O-].[Na+] Sodium hydroxymethylsulfinate dihydrate